30-oxo-30-{[(2S,3S,4R)-1,3,4-trihydroxy-2-octadecanyl]amino}triacontyl-(9Z,12Z)-9,12-octadecadienoate O=C(CCCCCCCCCCCCCCCCCCCCCCCCCCCCCOC(CCCCCCC\C=C/C\C=C/CCCCC)=O)N[C@@H](CO)[C@@H]([C@@H](CCCCCCCCCCCCCC)O)O